C(C1=CC=CC=C1)N1C(N(C(C1)=O)C1=NC=C(C=N1)O)=O 1-benzyl-3-(5-hydroxypyrimidin-2-yl)imidazolidine-2,4-dione